5-bromo-3,8-dichloroisoquinoline BrC1=C2C=C(N=CC2=C(C=C1)Cl)Cl